C(C)OC(=O)C=1N(C2=CC=C(C=C2C(C1)=C=O)F)C1CCOCC1 6-fluoro-4-carbonyl-1-(tetrahydro-2H-pyran-4-yl)-1,4-dihydroquinoline-2-carboxylic acid ethyl ester